cobalt(III) 2-ethylhexanoate C(C)C(C(=O)[O-])CCCC.[Co+3].C(C)C(C(=O)[O-])CCCC.C(C)C(C(=O)[O-])CCCC